C(C)C1=C2OC=3C=CC=C(C[C@@H]4N(C(NCC(C=C1)=N2)=O)CC([C@@H]4NS(=O)(=O)C)(F)F)C3F N-[(15aS,16R)-7-ethyl-17,17,20-trifluoro-1-oxo-2,3,15a,16,17,18-hexahydro-1H,15H-4,8-(azeno)-14,10-(metheno)pyrrolo[1,2-j][1,8,10]oxadiazacycloheptadecin-16-yl]methanesulfonamide